methyl (R)-2-(3-((t-butoxycarbonyl) amino) but-1-yn-1-yl)-5-fluorobenzoate C(C)(C)(C)OC(=O)N[C@@H](C#CC1=C(C(=O)OC)C=C(C=C1)F)C